4-(2-(2-amino-1-((2-(trimethylsilyl)ethoxy)methyl)-1H-imidazol-5-yl)ethyl)thiomorpholine 1,1-dioxide NC=1N(C(=CN1)CCN1CCS(CC1)(=O)=O)COCC[Si](C)(C)C